CC(C(CCC(=O)O)=O)(C)C 5,5-dimethyl-4-oxohexanoic acid